(1r,4r)-N1-((1H-pyrazol-4-yl)methyl)-N4-(5-chloro-4-(5-(cyclopropylmethyl)-1-methyl-1H-pyrazol-4-yl)pyrimidin-2-yl)-N1-(2,2,2-trifluoroethyl)cyclohexane-1,4-diamine N1N=CC(=C1)CN(C1CCC(CC1)NC1=NC=C(C(=N1)C=1C=NN(C1CC1CC1)C)Cl)CC(F)(F)F